(R)-4-Cyano-N-((2-(imidazo[1,2-b]pyridazin-3-yl)-1,6-naphthyridin-7-yl)methyl)-4-methylisochromane-6-carboxamide C(#N)[C@@]1(COCC2=CC=C(C=C12)C(=O)NCC1=NC=C2C=CC(=NC2=C1)C1=CN=C2N1N=CC=C2)C